(1S,2R)-2-((S)-5-chloro-8-((5-methylthiazol-4-yl)methoxy)-1-((6-oxo-5-azaspiro[2.4]heptan-5-yl)methyl)-1,2,3,4-tetrahydro-isoquinoline-2-carbonyl)-1-methylcyclohexane-1-carboxylic acid ClC1=C2CCN([C@@H](C2=C(C=C1)OCC=1N=CSC1C)CN1CC2(CC2)CC1=O)C(=O)[C@H]1[C@](CCCC1)(C(=O)O)C